BrC=1C(C(C(=O)O)(C(=CC1)F)[N+](=O)[O-])F 3-bromo-2,6-difluoro-1-nitro-benzoic acid